(7-bromo-4-(methoxymethyloxy)benzofuran-5-yl)methanol BrC1=CC(=C(C=2C=COC21)OCOC)CO